(R)-2-(9-(7-((1-(2,4-dichlorophenyl)ethyl)amino)-[1,2,4]triazolo[1,5-a]pyrimidin-5-yl)-3,9-diazaspiro[5.5]undec-3-yl)ethane-1-ol ClC1=C(C=CC(=C1)Cl)[C@@H](C)NC1=CC(=NC=2N1N=CN2)N2CCC1(CCN(CC1)CCO)CC2